COC(C1=CC(=NC(=C1)C=1C=NN(C1OCCCC1OCC1)C)C)=O 2-methyl-6-(1-methyl-5-(3-(oxetan-2-yl)propoxy)-1H-pyrazol-4-yl)isonicotinic acid methyl ester